2-(benzylthio)pyrazine C(C1=CC=CC=C1)SC1=NC=CN=C1